P(=O)(OC1CCCCCCCCC1)(OC1CCCCCCCCC1)OC1CCCCCCCCC1 tricyclodecyl phosphate